C(C1=CC=CC=C1)(C1=CC=CC=C1)N1[C@@H]([C@H](C1)C(=O)O)C (2R,3S)-1-benzhydryl-2-methylazetidine-3-carboxylic acid